N1(C=NC=C1)C1=CC=C(C=C1)N(C1=CC=C(C=C1)N1C=NC=C1)C1=CC=C(C=C1)N1C=NC=C1 tri(4-(1H-imidazole-1-yl)phenyl)amine